N-[2-(2-chloropyridin-4-yl)-5-(2,6-difluoro-4-methoxyphenyl)-1-methyl-3-oxo-2,3-dihydro-1H-pyrazol-4-yl]-4-(difluoromethoxy)benzamide ClC1=NC=CC(=C1)N1N(C(=C(C1=O)NC(C1=CC=C(C=C1)OC(F)F)=O)C1=C(C=C(C=C1F)OC)F)C